CC(=C(NC(N)=O)C)C N'-dimethylpropenyl-urea